C1(CC1)C=1N=C(C(=NC1C=1C2=C(C=NC1)N(C=N2)C)C(=O)N)NC=2C=NN(C2C)CC(F)(F)F 5-Cyclopropyl-6-(3-methylimidazo[4,5-c]pyridin-7-yl)-3-[[5-methyl-1-(2,2,2-trifluoroethyl)pyrazol-4-yl]amino]pyrazin-2-carboxamid